O1CCNC(CC1)COC1=NC(=C(C=2N=C(N=CC21)Cl)F)Cl 5-((1,4-oxazepan-5-yl)methoxy)-2,7-dichloro-8-fluoropyrido[4,3-d]pyrimidin